benzo[k]Fluoranthene C1=CC=C2C=CC=C3C=4C=C5C(=CC4C1=C32)C=CC=C5